tert-Butyl (S)-5-(((S)-1-amino-3-methyl-1-oxobutan-2-yl)amino)-4-((S)-4-methyl-2-((S)-pyrrolidine-2-carboxamido)pentanamido)-5-oxopentanoate NC([C@H](C(C)C)NC([C@H](CCC(=O)OC(C)(C)C)NC([C@H](CC(C)C)NC(=O)[C@H]1NCCC1)=O)=O)=O